C(C)(C)(C)OC(=O)N[C@H](CCCC1=CC=C(C=C1)CCCCC(=O)O)CCC(N)=O 5-[4-[(4R)-4-[(tert-butoxycarbonyl)amino]-6-carbamoylhexyl]phenyl]pentanoic acid